(E)-3-(4-((1R,3R)-3-ethyl-2-((S)-tetrahydrofuran-3-yl)-2,3,4,9-tetrahydro-1H-pyrido[3,4-b]indol-1-yl)-3,5-difluorophenyl)acrylic acid C(C)[C@@H]1CC2=C(NC3=CC=CC=C23)[C@H](N1[C@@H]1COCC1)C1=C(C=C(C=C1F)/C=C/C(=O)O)F